CS(=O)(=O)OCC1=C(C=NC=C1)N1C(NC(CC1)=O)=O (3-(2,4-dioxotetrahydropyrimidin-1(2H)-yl)pyridin-4-yl)methyl methanesulfonate